BrC1=CC=CC2=CC=CC(=C12)C 1-bromo-8-methylnaphthalene